CN(S(O)(=O)=O)C.CN(S(O)(=O)=O)C.C1=CC=C(C=C1)C1=CC=CC=C1 4,4'-biphenyl bis(N,N-dimethylsulfamate)